C(#N)C=1C(=NC(=NC1)NC=1C(=CC(=C(C1)NC(C=C)=O)N1C[C@@H]2CN(C[C@@H]2C1)C1CC1)OC)C1=CN(C2=CC=CC=C12)C1CC1 N-(5-((5-Cyano-4-(1-cyclopropyl-1H-indol-3-yl)pyrimidin-2-yl)amino)-2-((3aR,6aS)-5-cyclopropylhexahydropyrrolo[3,4-c]pyrrol-2(1H)-yl)-4-methoxyphenyl)acrylamide